tert-butyl methyl((S)-3-((R)-N-(tricyclo[6.2.0.03,6]deca-1,3(6),7-trien-2-ylcarbamoyl)-N'-tritylsulfamimidoyl)-6,7-dihydro-5H-pyrazolo[5,1-b][1,3]oxazin-6-yl)carbamate CN(C(OC(C)(C)C)=O)[C@H]1CN2C(OC1)=C(C=N2)[S@@](NC(NC2=C1CCC1=CC=1CCC21)=O)(=O)=NC(C2=CC=CC=C2)(C2=CC=CC=C2)C2=CC=CC=C2